tert-butyl (3S,5R)-3-[tert-butyl(diphenyl)silyl]oxy-5-isothiocyanato-piperidine-1-carboxylate [Si](C1=CC=CC=C1)(C1=CC=CC=C1)(C(C)(C)C)O[C@@H]1CN(C[C@@H](C1)N=C=S)C(=O)OC(C)(C)C